4-(2-(2-benzyl-3,3-difluoropiperidin-1-yl)-6-((4-methoxybenzyl)oxy)pyridin-4-yl)morpholine C(C1=CC=CC=C1)C1N(CCCC1(F)F)C1=NC(=CC(=C1)N1CCOCC1)OCC1=CC=C(C=C1)OC